BrC1=C(C(=CC=C1)F)CC 1-Bromo-2-ethyl-3-fluorobenzene